(R)-2-((((9H-fluoren-9-yl)methoxy)carbonyl)amino)-3-(2-oxo-1,2-dihydropyridin-4-yl)propanoic acid C1=CC=CC=2C3=CC=CC=C3C(C12)COC(=O)N[C@@H](C(=O)O)CC1=CC(NC=C1)=O